NC=1C=C2C(=CC(NC2=CC1C)=O)C 6-amino-4,7-dimethyl-1H-quinolin-2-one